FC(CO)(F)C=1C=C(C=CC1)[C@@H](C)NC(=O)C=1C=C(C(=C2C=NNC12)OC)C1CCNCC1 N-[(1R)-1-[3-(1,1-difluoro-2-hydroxyethyl)phenyl]ethyl]-4-methoxy-5-(piperidin-4-yl)-1H-indazole-7-carboxamide